CC([C@@H](C(=O)N1[C@@H]([C@H]2C([C@H]2C1)(C)C)C(=O)O)NC=1C(NC=CC1)=O)(C)C (1R,2S,5S)-3-[(2S)-3,3-dimethyl-2-[(2-oxo-1H-pyridin-3-yl)amino]butanoyl]-6,6-dimethyl-3-azabicyclo[3.1.0]hexane-2-carboxylic acid